C(#N)C=1C=C(C=CC1)N1CCN(CC1)CCCCN1C(C2=CC=CC=C2C1=O)=O 2-(4-(4-(3-cyanophenyl)piperazin-1-yl)butyl)isoindoline-1,3-dione